2-(trifluoromethyl)-7H-furo[3,4-b]pyridin-5-one FC(C1=CC=C2C(=N1)COC2=O)(F)F